C(#N)C1=CN=C(N1)C(=O)NC=1C(=NC(=CC1)C1C(C2C=CC(C1)O2)F)C2=CCC(CC2)(C)C 5-cyano-N-[2-(4,4-dimethylcyclohexen-1-yl)-6-[2-fluoro-8-oxabicyclo[3.2.1]oct-6-en-3-yl]-3-pyridyl]-1H-imidazole-2-carboxamide